CC[N+]1=CC=C(O1)C2=CC(=CC=C2)S(=O)(=O)[O-] 2-ethyl-5-phenylisoxazolium-3'-sulfonate